C1(=NC(=NC(=N1)Cl)Cl)Cl 2,4,6-trichlorotriazine